1-(6-(6-Chloropyridin-2-yl)-5-(thieno[3,2-c]pyridin-2-yl)-2,3-dihydro-1H-imidazo[1,2-a]imidazol-1-yl)ethan-1-one ClC1=CC=CC(=N1)C=1N=C2N(CCN2C(C)=O)C1C1=CC=2C=NC=CC2S1